BrC=1C=C(C#N)C=C(C1)OC1=C(N=CN(C1=O)CC1=C(N=C(NC1=O)C)C)C(C(F)(F)F)(F)F 3-bromo-5-((1-((2,4-dimethyl-6-oxo-1,6-dihydropyrimidin-5-yl)methyl)-6-oxo-4-(perfluoroethyl)-1,6-dihydropyrimidin-5-yl)oxy)benzonitrile